((2-cyanophenyl)amino)-3-((7-methoxy-2-methyl-1,2,3,4-tetrahydroisoquinolin-6-yl)amino)-1,2,4-triazine-6-carboxamide C(#N)C1=C(C=CC=C1)NC=1N=C(N=NC1C(=O)N)NC=1C=C2CCN(CC2=CC1OC)C